NCCC.[Li] lithium 3-aminopropane